(4-(benzyloxy)phenyl)(2-ethyl-1H-pyrrolo[2,3-c]pyridin-3-yl)methanone C(C1=CC=CC=C1)OC1=CC=C(C=C1)C(=O)C1=C(NC2=CN=CC=C21)CC